(2S,4R)-1-[(2S)-2-Amino-3,3-dimethylbutanoyl]-4-hydroxy-N-[(1S)-1-[4-(4-methyl-1,3-thiazol-5-yl)phenyl]ethyl]pyrrolidine-2-carboxamide hydrochloride Cl.N[C@H](C(=O)N1[C@@H](C[C@H](C1)O)C(=O)N[C@@H](C)C1=CC=C(C=C1)C1=C(N=CS1)C)C(C)(C)C